5-(3-thienoyl)amino-3-(1-(3-pentyl)-1,2,3,6-tetrahydropyridin-4-yl)-1H-indole S1C=C(C=C1)C(=O)NC=1C=C2C(=CNC2=CC1)C=1CCN(CC1)C(CC)CC